CC(C)C(CCC)NC(O)=O 2-methylhex-3-yl-carbamic acid